1-(4-methoxyphenyl)pentane-1,3-dione COC1=CC=C(C=C1)C(CC(CC)=O)=O